5-sulfamoylthiophene-3-carboxylic acid S(N)(=O)(=O)C1=CC(=CS1)C(=O)O